4-(1-(2,6-dimethylphenyl)-6-fluoro-7-(2-fluoro-4-methoxyphenyl)-2-oxo-1,2-Dihydroquinolin-4-yl)-N-(2-methoxyethyl)piperazine-1-carboxamide CC1=C(C(=CC=C1)C)N1C(C=C(C2=CC(=C(C=C12)C1=C(C=C(C=C1)OC)F)F)N1CCN(CC1)C(=O)NCCOC)=O